trans-2-(tosyloxy)-6-azaspiro[3.4]octane-6-carboxylic acid tert-butyl ester C(C)(C)(C)OC(=O)N1CC2(CC(C2)OS(=O)(=O)C2=CC=C(C)C=C2)CC1